C(C)(C)(C)OC(N[C@H](C(=O)NC([2H])([2H])C1=C(C=CC=C1)F)C)=O (S)-(1-(((2-fluorophenyl)methyl-d2)amino)-1-oxopropan-2-yl)carbamic acid tert-butyl ester